[Cr](=O)([O-])[O-].[Ni+2] Nickel chromite